1,4-diazin N1=CC=NC=C1